FC1(CC(C1)C(=O)NC1=NN(C2=NC=C(C=C21)C2=CC1=C(OCO1)C(=C2)F)CCC(C)(C)O)F 3,3-difluoro-N-(5-(7-fluorobenzo[d][1,3]dioxol-5-yl)-1-(3-hydroxy-3-methylbutyl)-1H-pyrazolo[3,4-b]pyridin-3-yl)cyclobutane-1-carboxamide